(1R)-1-(2,5-difluoro-3-pyridyl)ethanol FC1=NC=C(C=C1[C@@H](C)O)F